3-Butyl-5-(4-(5-(3-chloro-2-fluorophenyl)-1,3,4-oxadiazol-2-yl)phenyl)-1,2,4-oxadiazole C(CCC)C1=NOC(=N1)C1=CC=C(C=C1)C=1OC(=NN1)C1=C(C(=CC=C1)Cl)F